genisteine malonate C(CC(=O)O)(=O)O.O1C=C(C(=O)C=2C(O)=CC(O)=CC12)C1=CC=C(O)C=C1